NC=1C(=CC(=C(C#N)C1)P(=O)(C)C)[N+](=O)[O-] 5-Amino-2-(dimethylphosphoryl)-4-nitrobenzonitrile